FC1=C(C=CC=C1)C1=NC2=CC=C(C=C2C(C1)=O)F 2-(2-fluorophenyl)-6-fluoro-quinolin-4-one